3-[(2R,5S)-5-(4-chlorophenyl)-4-[2-[[(E)-3-[2-fluoro-4-(trifluoromethyl)phenyl]prop-2-enoyl]amino]acetyl]-2-methylpiperazin-1-yl]propanoic acid ClC1=CC=C(C=C1)[C@@H]1N(C[C@H](N(C1)CCC(=O)O)C)C(CNC(\C=C\C1=C(C=C(C=C1)C(F)(F)F)F)=O)=O